ClC1=C(NC(=C1Cl)C)C(=O)NC1=C(OCOC(=O)N2CCCCC2)C=C(C=C1)C=1OC(NN1)=O (2-(3,4-dichloro-5-methyl-1H-pyrrole-2-carboxamido)-5-(5-oxo-4,5-dihydro-1,3,4-oxadiazol-2-yl)phenoxy)methylpiperidine-1-carboxylate